ClC1=CC=C(O1)CN[C@@H]1CCO[C@]12O[C@@H]([C@@H]([C@@H]([C@H]2O)N2N=NC(=C2)C2=CC(=C(C(=C2)F)F)F)O)CO (4R,5S,7R,8R,9S,10R)-4-(((5-chlorofuran-2-yl)methyl)amino)-7-(hydroxymethyl)-9-(4-(3,4,5-trifluorophenyl)-1H-1,2,3-triazol-1-yl)-1,6-dioxaspiro[4.5]decane-8,10-diol